N,5-Dimethyl-2-[5-(methylsulfonyl)-3,4'-bipyridin-2'-yl]-1H-imidazole-4-carboxamide trifluoroacetate salt FC(C(=O)O)(F)F.CNC(=O)C=1N=C(NC1C)C1=NC=CC(=C1)C=1C=NC=C(C1)S(=O)(=O)C